B(OC1=C(C=CC=C1)C)(OC1=C(C=CC=C1)C)OC1=C(C=CC=C1)C Tritoluyl borate